FC1(CCCCC1)CN1CCC(CC1)CC1=CC=2N(C=C1)N=CC2N2C(NC(CC2)=O)=O 1-(5-((1-((1-fluorocyclohexyl)methyl)piperidin-4-yl)methyl)pyrazolo[1,5-a]pyridin-3-yl)dihydropyrimidine-2,4(1H,3H)-dione